1,5-anhydro-2,3-dideoxy-3-(((4-fluoro-7-((6-(1-methyl-1H-1,2,3-triazol-4-yl)pyridin-3-yl)methyl)-2,3-dihydro-1-benzofuran-5-yl)carbonyl)amino)-L-threo-pentitol FC1=C(C=C(C2=C1CCO2)CC=2C=NC(=CC2)C=2N=NN(C2)C)C(=O)N[C@H]2CCOC[C@@H]2O